N5-(4-amino-2-fluorophenethyl)-2-(furan-2-yl)-[1,2,4]triazolo[1,5-a][1,3,5]triazine-5,7-diamine NC1=CC(=C(CCNC2=NC=3N(C(=N2)N)N=C(N3)C=3OC=CC3)C=C1)F